methyl 8-(4-(6-((5-((2-methoxy-3-(1-methyl-1H-1,2,4-triazol-3-yl) phenyl) amino)-6-(methylcarbamoyl) pyridazin-3-yl) amino) pyridin-3-yl) piperidin-1-yl)-8-oxooctanoate COC1=C(C=CC=C1C1=NN(C=N1)C)NC=1C=C(N=NC1C(NC)=O)NC1=CC=C(C=N1)C1CCN(CC1)C(CCCCCCC(=O)OC)=O